(3R)-3-methyl-D-ornithine C[C@@H]([C@@H](N)C(=O)O)CCN